C[C@H]1CN(CCN1C=1C=NC(=CC1)[N+](=O)[O-])C(=O)OC(C)(C)C (3S)-tert-Butyl 3-Methyl-4-(6-nitropyridin-3-yl)piperazine-1-carboxylate